(Z)-S-(2-(N-((4-amino-2-methylpyrimidin-5-yl)methyl)formamido)-5-hydroxypent-2-en-3-yl) 4-ethoxynaphthalene-1-carbothioate C(C)OC1=CC=C(C2=CC=CC=C12)C(S\C(=C(\C)/N(C=O)CC=1C(=NC(=NC1)C)N)\CCO)=O